2-chloro-N,N-dimethyl-5-[(2S)-2-methylpiperazin-1-yl]aniline ClC1=C(N(C)C)C=C(C=C1)N1[C@H](CNCC1)C